N-(8-(methylamino)-5-(3-phenylisothiazol-5-yl)-2,7-naphthyridin-3-yl)cyclopropanecarboxamide CNC=1N=CC(=C2C=C(N=CC12)NC(=O)C1CC1)C1=CC(=NS1)C1=CC=CC=C1